6-Chloro-3-[[(1R)-1-[3,6-dimethyl-2-(2-methylimidazo[1,2-a]pyridin-6-yl)-4-oxo-chromen-8-yl]ethyl]amino]pyridine-2-carboxamide ClC1=CC=C(C(=N1)C(=O)N)N[C@H](C)C=1C=C(C=C2C(C(=C(OC12)C=1C=CC=2N(C1)C=C(N2)C)C)=O)C